S=C1SCCN1C(=O)O.FC1([C@@H](CN(CC1)CC1=CC(=C2CNC(C2=C1)=O)C(F)(F)F)C)F 6-(((R)-4,4-difluoro-3-methylpiperidin-1-yl)methyl)-4-(trifluoromethyl)isoindolin-1-one 2-thioxothiazolidine-3-carboxylate